FC=1C=C(C=NC1)C1=NC=2N(C(=C1)NCCC1=CNC3=CC=CC=C13)N=CC2[C@H](C)O (1S)-1-[5-(5-fluoro-3-pyridinyl)-7-[2-(1H-indol-3-yl)ethylamino]Pyrazolo[1,5-a]Pyrimidin-3-yl]Ethanol